The molecule is a trihydroxyflavanone that is (2S)-flavanone substituted by hydroxy groups at positions 5, 7 and 4' and a lavandulyl group at position 8. Isolated from Physena madagascariensis, it exhibits antibacterial activity. It has a role as a metabolite and an antibacterial agent. It is a trihydroxyflavanone and a member of 4'-hydroxyflavanones. CC(=C)CC[C@H](CC1=C2C(=C(C=C1O)O)C(=O)C[C@H](O2)C3=CC=C(C=C3)O)C(=C)C